ethyl 6-(tert-butoxycarbonylamino)-4-fluoro-1-hydroxy-indan-2-carboxylate C(C)(C)(C)OC(=O)NC1=CC(=C2CC(C(C2=C1)O)C(=O)OCC)F